1-hydroxycyclohexyl-carboxylic acid OC1(CCCCC1)C(=O)O